FC=1C=CC2=C(CCO2)C1CNC=1N=CC2=C(C(=NC=3C=C(C=CC23)C(=O)N)C2=CN(C=C2)C)N1 3-(((5-fluoro-2,3-dihydrobenzofuran-4-yl)methyl)amino)-5-(1-methyl-1H-pyrrol-3-yl)pyrimido[4,5-c]quinoline-8-carboxamide